FC(C(O)C1=C(C=CC2=CC=CC=C12)O)F 1-(2,2-difluoro-1-hydroxyethyl)naphthalen-2-ol